C(C)[C@H]1CN(CCC1)C(=O)C=1C=C2C(=NC1)N(C=C2)C=2C=C(C=NC2)NC([O-])=O (R)-(5-(5-(3-ethylpiperidine-1-carbonyl)-1H-pyrrolo[2,3-b]pyridin-1-yl) pyridin-3-yl)carbamate